1-(4-(2-Chloropyrimidin-4-yl)piperazin-1-yl)ethan-1-one methyl-N-[[5-[1-[4-(cyclopropyloxy)-2,6-difluorophenyl]-1H-pyrazol-3-yl]-2-methylphenyl]methyl]carbamate COC(NCC1=C(C=CC(=C1)C1=NN(C=C1)C1=C(C=C(C=C1F)OC1CC1)F)C)=O.ClC1=NC=CC(=N1)N1CCN(CC1)C(C)=O